5-chloro-N4-(3-iodophenyl)-N2-(2-methoxy-4-(4-(4-methylpiperazin-1-yl)piperidin-1-yl)phenyl)pyrimidine-2,4-diamine ClC=1C(=NC(=NC1)NC1=C(C=C(C=C1)N1CCC(CC1)N1CCN(CC1)C)OC)NC1=CC(=CC=C1)I